ClC1=CC=C(C=C1)CC=O 2-(4-chlorophenyl)acetaldehyde